ClC=1C=CC(=C(C1)C1=CC(=C(N=N1)SCCO)NC1=CC(=NC=N1)NC(=O)C12CC(C1)(C2)CN2CCN(CC2)C)F N-(6-{[6-(5-chloro-2-fluorophenyl)-3-[(2-hydroxyethyl)sulfanyl]pyridazin-4-yl]amino}pyrimidin-4-yl)-3-[(4-methylpiperazin-1-yl)methyl]bicyclo[1.1.1]pentane-1-carboxamide